COC(CC(=O)C1=CC(=CC=C1)N1N=CC=C1C)=O 3-(3-(5-methyl-1H-pyrazol-1-yl)phenyl)-3-oxopropanoic acid methyl ester